4-((6'-Chloro-4'-fluoro-[2,3'-bipyridin]-5-yl)methyl)morpholine ClC1=CC(=C(C=N1)C1=NC=C(C=C1)CN1CCOCC1)F